C(C1=CC=CC=C1)N1[C@@H](CCC1)C(CC)OC1OC(C2=CC=CC=C12)=O (1-((S)-1-benzyl-pyrrolidin-2-yl)propoxy)isobenzofuran-1(3H)-one